C(C)(C)C1=C(NC2=C1N=C(S2)N2CCNCC2)C=2C(=C(C(N(C2)C)=O)C)C 5-(6-isopropyl-2-(piperazin-1-yl)-4H-pyrrolo[3,2-d]thiazol-5-yl)-1,3,4-trimethylpyridin-2(1H)-one